NC=1C2=C(N=CN1)N(C=C2C2=CC=C(C=C2)OC2=CC=CC=C2)[C@@H]2CC[C@H](CC2)N2CCN(CC2)NC(C)=O N-(4-((trans)-4-(4-amino-5-(4-phenoxyphenyl)-7H-pyrrolo[2,3-d]pyrimidin-7-yl)cyclohexyl)piperazin-1-yl)acetamide